N-(3-(2-(4-((7-Oxa-2-azaspiro[3.5]nonan-2-yl)methyl)-3-methoxyphenyl)-3-chloropyridin-4-yl)-2-methylphenyl)-5-(((2-hydroxyethyl)amino)methyl)picolinamide C1N(CC12CCOCC2)CC2=C(C=C(C=C2)C2=NC=CC(=C2Cl)C=2C(=C(C=CC2)NC(C2=NC=C(C=C2)CNCCO)=O)C)OC